O-(furan-3-ylmethyl)hydroxylamine O1C=C(C=C1)CON